ClC1=C(C=CC=C1)[C@@H](C(=O)OC)N1CC2=C(CC1)SC(=C2)OC(=O)N2CCN(CC2)CCC (S)-5-(1-(2-chlorophenyl)-2-methoxy-2-oxoethyl)-4,5,6,7-tetrahydrothieno[3,2-c]pyridin-2-yl-4-propylpiperazine-1-carboxylate